6-[3-(2,3-dihydro-1-benzofuran-6-sulfonamido)-2,6-difluorophenyl]-7-fluoro-N-methyl-1H-indazole-3-carboxamide O1CCC2=C1C=C(C=C2)S(=O)(=O)NC=2C(=C(C(=CC2)F)C2=CC=C1C(=NNC1=C2F)C(=O)NC)F